N-cyclopentylcyclohexylamine C1(CCCC1)NC1CCCCC1